methyl (R)-5-((3-((tert-butoxycarbonyl)amino)piperidin-1-yl)methyl)-2-methoxybenzoate C(C)(C)(C)OC(=O)N[C@H]1CN(CCC1)CC=1C=CC(=C(C(=O)OC)C1)OC